BrC=1C(=C(N)C(=CC1)[N+](=O)[O-])OCC1CC1 3-bromo-2-(cyclopropylmethoxy)-6-nitroaniline